magnesium aluminium salt [Al].[Mg]